(S)-(1-(2-(1-(2,2,2-trifluoroethyl)-1H-pyrazol-4-yl)pyridin-4-yl)-1H-indazol-6-yl)spiro[2.2]pentane-1-carbonitrile FC(CN1N=CC(=C1)C1=NC=CC(=C1)N1N=CC2=CC=C(C=C12)[C@@]1(CC12CC2)C#N)(F)F